benzoimidazole-5-carboxylic acid cyclopropylmethyl-amide C1(CC1)CNC(=O)C1=CC2=C(N=CN2)C=C1